Ethyl-1-(2-chloro-9-(2-oxo-2-(pyridin-2-yl)ethyl)-9H-purin-6-yl)-1H-pyrazole-3-carboxylate C(C)OC(=O)C1=NN(C=C1)C1=C2N=CN(C2=NC(=N1)Cl)CC(C1=NC=CC=C1)=O